(R)-2,4-dimethyl-N-(2-(1-methylpiperidin-2-yl)-1H-pyrrolo[3,2-c]pyridin-6-yl)-1-oxo-1,2-dihydrophthalazine-6-carboxamide CN1C(C2=CC=C(C=C2C(=N1)C)C(=O)NC1=CC2=C(C=N1)C=C(N2)[C@@H]2N(CCCC2)C)=O